4-[(4-methoxyphenyl)methylamino]-3-methylimidazo[1,5-a]quinoxaline-8-carboxylic acid COC1=CC=C(C=C1)CNC=1C=2N(C3=CC(=CC=C3N1)C(=O)O)C=NC2C